[Cl-].[Cl-].C[SiH](C)[Zr+2](C1C(=CC2=CC=CC=C12)CCCC)C1C(=CC2=CC=CC=C12)CCCC dimethylsilyl-bis(butylindenyl)zirconium dichloride